C(C)(C)C1=C(C=CC=C1)[C@@H]1N(CCN(C1)CCOC)C1CC2(C1)CCNCC2 |o1:9| (S or R)-2-(2-(2-isopropylphenyl)-4-(2-methoxyethyl)piperazin-1-yl)-7-azaspiro[3.5]nonane